Cl.N[C@H]1CN(CCC1)C(=O)C=1C=C2C(=NC1)N(C(=N2)C=2N(C1=CC=CC=C1C2)CC)C (R)-(3-Aminopiperidin-1-yl)(2-(1-ethyl-1H-indol-2-yl)-3-methyl-3H-imidazo[4,5-b]pyridin-6-yl)methanone, hydrochloride salt